2-(4-methoxyphenyl)-2-(4,4-bis(4-methylphenyl)-1,3-butadienyl)-1,3-dithiane COC1=CC=C(C=C1)C1(SCCCS1)C=CC=C(C1=CC=C(C=C1)C)C1=CC=C(C=C1)C